(E)-1-(2,6-Dihydroxyphenyl)-3-[3-(4-hydroxy-3-methoxyphenyl)-2-(hydroxymethyl)-2,3-dihydro-1,4-benzodioxin-6-yl]prop-2-en-1-one OC1=C(C(=CC=C1)O)C(\C=C\C1=CC2=C(OC(C(O2)C2=CC(=C(C=C2)O)OC)CO)C=C1)=O